ClC1=CC(=NC=C1F)N1N=C(C=2CCCC(C12)=O)C(F)(F)F 1-(4-chloro-5-fluoro-2-pyridinyl)-3-(trifluoromethyl)-5,6-dihydro-4H-indazol-7-one